C(C)OC(C=C)=O acrylic acid monoethyl ester